N1CC(C1)COC(=O)C=1SC=C(C1)C=1C=NC2=CC=C(C=C2C1)C=1N=CNC1C1=NC(=CC=C1)C 4-(6-(5-(6-methylpyridin-2-yl)-1H-imidazol-4-yl)quinolin-3-yl)thiophene-2-carboxylic acid azetidin-3-ylmethyl ester